CC1=C2C(=NC=C1)CCC2 4-methyl-6,7-dihydro-5H-cyclopenta[b]Pyridine